N[C@@H](COC1=NC(=NC(=C1C(F)(F)F)C1=C(C=CC=C1C)CC(C)C)NS(=O)(=O)C=1C=C(C(=O)O)C=CC1)CC(C)(C)C 3-[[4-[(2R)-2-Amino-4,4-dimethyl-pentoxy]-6-(2-isobutyl-6-methyl-phenyl)-5-(trifluoromethyl)pyrimidin-2-yl]sulfamoyl]benzoic acid